BrC1=CC=C(C=C1)[C@@H](C(F)(F)F)N(C(=O)C1CCC(CC1)NC(OC)=O)C methyl N-(4-{[(1S)-1-(4-bromophenyl)-2,2,2-trifluoroethyl](methyl)carbamoyl}cyclohexyl)carbamate